ClC1=C2CCC(C2=C(C(=C1)C(=C)C)OCOC)=C 4-chloro-7-(methoxymethoxy)-1-methylene-6-(prop-1-en-2-yl)-2,3-dihydro-1H-indene